N-(6-amino-5-ethylpyridin-3-yl)-2-((2R,5S)-5-methyl-2-(2-(rel-(R)-1,2,2-trimethylpiperidin-4-yl)benzo[d]thiazol-5-yl)piperidin-1-yl)-2-oxoacetamide NC1=C(C=C(C=N1)NC(C(=O)N1[C@H](CC[C@@H](C1)C)C=1C=CC2=C(N=C(S2)[C@H]2CC(N(CC2)C)(C)C)C1)=O)CC |o1:26|